C(=O)=C1C=CC=N1 (S)-5-carbonylpyrrole